4,5-dichloro-2,6-dimethyl-pyrimidine ClC1=NC(=NC(=C1Cl)C)C